3-(4-Nitro-1H-pyrazol-1-yl)azetidine-1-carboxylic acid tert-butyl ester C(C)(C)(C)OC(=O)N1CC(C1)N1N=CC(=C1)[N+](=O)[O-]